Tert-Butyl 4-[({1-[(cyclopropylmethyl)carbamoyl]-1-hydroxypropan-2-yl}amino)methyl]-piperidine-1-carboxylate C1(CC1)CNC(=O)C(C(C)NCC1CCN(CC1)C(=O)OC(C)(C)C)O